1-[4-(11-bromoundecoxy)-2,3-difluoro-phenyl]adamantane BrCCCCCCCCCCCOC1=C(C(=C(C=C1)C12CC3CC(CC(C1)C3)C2)F)F